C1(C=CC=C1)[Ti+](C1=C(C(=CC=C1F)N1C=CC=C1)F)C1=C(C(=CC=C1F)N1C=CC=C1)F cyclopentadienylbis[2,6-difluoro-3-(pyrrole-1-yl)phenyl]titanium (IV)